3-hexenoyl propionate C(CC)(=O)OC(CC=CCC)=O